(4S)-4-aminopyrrolidin-2-one N[C@H]1CC(NC1)=O